(E)-9-((3-methylbenzylidene)amino)-2-morpholino-N-(pyridin-3-yl)-9H-purin-6-amine CC=1C=C(\C=N\N2C3=NC(=NC(=C3N=C2)NC=2C=NC=CC2)N2CCOCC2)C=CC1